NC1CC(CCCCC1)N 1,3-diaminocyclooctane